N-(2-iodo-4-methoxyphenyl)-2-methylpyrimidin-4-amine IC1=C(C=CC(=C1)OC)NC1=NC(=NC=C1)C